6-chloro-4-(2-ethoxyanilino)nicotinamide ClC1=NC=C(C(=O)N)C(=C1)NC1=C(C=CC=C1)OCC